bis(methylcyclopentadienyl)bis(methylamino)hafnium CC1(C=CC=C1)[Hf](NC)(NC)C1(C=CC=C1)C